(6-(4-((4-(1H-pyrazol-4-yl)phenyl)amino)pyrimidin-2-yl)-1H-indol-2-yl)(3-(difluoromethyl)azetidin-1-yl)methanone N1N=CC(=C1)C1=CC=C(C=C1)NC1=NC(=NC=C1)C1=CC=C2C=C(NC2=C1)C(=O)N1CC(C1)C(F)F